(2R,3S,4S)-4-hydroxy-2-{[4-(trifluoromethoxy)phenyl]methyl}pyrrolidin-3-yl acetate C(C)(=O)O[C@H]1[C@H](NC[C@@H]1O)CC1=CC=C(C=C1)OC(F)(F)F